BrC=1C=CC(=NC1C)C=1N=NN(C1CC#N)C 2-[4-(5-bromo-6-methylpyridin-2-yl)-1-methyl-1H-1,2,3-triazol-5-yl]acetonitrile